(R)-4-(4-((1-(3-(difluoromethyl)-2-fluorophenyl)ethyl)amino)-6-(1-(fluoromethyl)cyclopropyl)-2-methyl-7-oxo-6,7-dihydropyrido[4,3-d]pyrimidin-8-yl)morpholine-3-one FC(C=1C(=C(C=CC1)[C@@H](C)NC=1C=2C(N=C(N1)C)=C(C(N(C2)C2(CC2)CF)=O)N2C(COCC2)=O)F)F